OCCNC(=O)C1=NN(C=C1)C1=CN=C2N1C=CC(=C2)C=2C(=C(C=CC2)C2=CC=CC=C2)C N-(2-hydroxyethyl)-1-(7-(2-methyl-[1,1'-biphenyl]-3-yl)imidazo[1,2-a]pyridin-3-yl)-1H-pyrazole-3-carboxamide